C(C1=CC=CC=C1)OC(=O)N[C@@H]1[C@@H](CN(CC1)C(=O)OC(C)(C)C)F (cis)-tert-Butyl 4-(((benzyloxy)carbonyl)amino)-3-fluoropiperidine-1-carboxylate